F.N1=CC=CC=C1 Pyridine hydrogen fluoride salt